ClC=1C(=NC=C(C1)Cl)C(=O)Cl 3,5-dichloropyridinecarbonyl chloride